SCCCS(=O)(=O)[O-] L-3-mercapto-1-propanesulfonate